4-methylhexahydro-1,4-diazin-3-one CN1C(CNCC1)=O